FC(C1=C(C=CC=C1)C(CCCO)O)(F)F 1-(2-(trifluoromethyl)phenyl)butane-1,4-diol